(+)-3'-Methyl-2'-phenyl-1-trityl-1',7'-dihydrospiro[indoline-3,6'-pyrrolo[3,2-k]phenanthridin]-2-one CC1=C(NC2=C1C=CC=1C3(NC=4C=CC=CC4C21)C(N(C2=CC=CC=C23)C(C2=CC=CC=C2)(C2=CC=CC=C2)C2=CC=CC=C2)=O)C2=CC=CC=C2